(S)-3-hydroxy-N-((3S,5R,8R,9S,10S,13R,14S,17R)-14-hydroxy-10,13-dimethyl-17-(5-oxo-2,5-dihydrofuran-3-yl)hexadecahydro-1H-cyclopenta[a]phenanthren-3-yl)pyrrolidine-1-carboxamide O[C@@H]1CN(CC1)C(=O)N[C@H]1CC[C@@]2([C@H]3CC[C@@]4([C@H](CC[C@@]4([C@@H]3CC[C@@H]2C1)O)C=1COC(C1)=O)C)C